2-amino-3,4-difluorobenzoic acid NC1=C(C(=O)O)C=CC(=C1F)F